(3R)-3-amino-7-[5-(5-amino-3,3-difluoro-1-piperidyl)-1,3,4-oxadiazol-2-yl]-5-[(4-chlorophenyl)methyl]-8-fluoro-1,1-dioxo-2,3-dihydro-1λ6,5-benzothiazepin-4-one N[C@H]1CS(C2=C(N(C1=O)CC1=CC=C(C=C1)Cl)C=C(C(=C2)F)C=2OC(=NN2)N2CC(CC(C2)N)(F)F)(=O)=O